FC1=C(C=CC=C1)C1=C(C=NN1C1CC2(CN(C2)C(=O)OC(C)(C)C)C1)C(F)(F)F tert-butyl 6-(5-(2-fluoro-phenyl)-4-(trifluoromethyl)-1H-pyrazol-1-yl)-2-azaspiro[3.3]heptane-2-carboxylate